4-[(2S)-2-(dimethylamino)-3-[(3S)-4-methyl-3-(pyridin-3-yl)pentanamido]propyl]-2-fluorobenzamide CN([C@@H](CC1=CC(=C(C(=O)N)C=C1)F)CNC(C[C@@H](C(C)C)C=1C=NC=CC1)=O)C